FC1=CC=C(C=C1)N1N=CC2=CC(=C(C=C12)C)C12C(CN(C1)C(=O)C1=CC=CC=C1)CC(C2)(C2=CC=CC=C2)OC (3a-(1-(4-fluorophenyl)-6-methyl-1H-indazol-5-yl)-5-methoxy-5-phenylhexahydrocyclopenta[c]pyrrol-2(1H)-yl)(phenyl)methanone